5-chloro-2-{[4-(2,2-difluoroethyl)piperazin-1-yl]methyl}-7,8-dihydro-6H-spiro[[1,3]oxazolo[5,4-f]quinazoline-9,1'-cyclohexan]-7-one ClC=1C=C2C(=C3C1NC(NC31CCCCC1)=O)OC(=N2)CN2CCN(CC2)CC(F)F